C(C)(C)(C)OC(=O)N1CC(CC(C1)=O)O[Si](C)(C)C(C)(C)C 3-((tert-butyldimethylsilyl)oxy)-5-oxopiperidine-1-carboxylic acid tert-butyl ester